6,7-dihydro-5H-1,3-benzothiazol-4-one S1C=NC2=C1CCCC2=O